((4-(2-(3-chlorophenyl-methyl)-5-methyl-oxazol-4-yl)phenoxy)methyl)-N,N-dimethylbenzamide ClC=1C=C(C=CC1)CC=1OC(=C(N1)C1=CC=C(OCC2=C(C(=O)N(C)C)C=CC=C2)C=C1)C